N1(N=CC=C1)CCC(=O)N1CC(=CCC1)C1=CC(=C2C=C(NC2=C1F)C(=O)O)Cl 6-(1-(3-(1H-pyrazol-1-yl)propanoyl)-1,2,5,6-tetrahydropyridin-3-yl)-4-chloro-7-fluoro-1H-indole-2-carboxylic acid